ClC1=CC=C(C(=N1)N1N=C(C=C1C)C#N)S(=O)C 1-(6-chloro-3-methylsulfinyl-2-pyridyl)-5-methyl-pyrazole-3-carbonitrile